F[C@@H]1[C@@H]2CCC[C@H](C[C@H]1N(C=1N=CC(=NC1)C=1C=C3C=CN=CC3=CC1O)C)N2 6-(5-(((1S,2R,3R,5R)-2-fluoro-9-azabicyclo[3.3.1]nonan-3-yl)(methyl)amino)pyrazin-2-yl)isoquinolin-7-ol